C1(CC1)NC(C1=C(C=C(C=C1OC)C1=CN=C2N1C=CC(=C2)OCC2CNCC2)OC(F)F)=O N-cyclopropyl-2-(difluoromethoxy)-6-methoxy-4-[7-(pyrrolidin-3-ylmethoxy)imidazo[1,2-a]pyridin-3-yl]benzamide